FC1=C(C(=CC(=C1)NC1=NC=C(C(=N1)O)CC(C)C)O)N1CC(NS1(=O)=O)=O 5-[2-fluoro-6-hydroxy-4-[(4-hydroxy-5-isobutyl-pyrimidin-2-yl)amino]phenyl]-1,1-dioxo-1,2,5-thiadiazolidin-3-one